OC1(CN(C1)C)C#CC1=CC2=C(OCC(C(N2C)=O)NC(=O)C2=NC=CC(=C2)OC2=CC=CC=C2)C=C1 N-(7-((3-hydroxy-1-methylazetidin-3-yl)ethynyl)-5-methyl-4-oxo-2,3,4,5-tetrahydrobenzo[b][1,4]oxazepin-3-yl)-4-phenoxypyridineamide